tri(4,4-dimethyl-2-hexyl) citrate C(CC(O)(C(=O)OC(C)CC(CC)(C)C)CC(=O)OC(C)CC(CC)(C)C)(=O)OC(C)CC(CC)(C)C